(1s,3s)-3-{4-amino-3-[5-cyclopropyl-4-(pyridin-2-yl)-1,2-oxazol-3-yl]-1H-pyrazolo[3,4-d]pyrimidin-1-yl}cyclobutane-1-carboxylic acid NC1=C2C(=NC=N1)N(N=C2C2=NOC(=C2C2=NC=CC=C2)C2CC2)C2CC(C2)C(=O)O